CC1=CC=C(C(=N1)CC(C(=O)N)(C)C)C(=O)C12CC(C1)(C2)C(F)(F)F (6-methyl-3-(3-(trifluoromethyl)bicyclo[1.1.1]pentane-1-carbonyl)pyridin-2-yl)pivalamide